FC1(CC(C1)OC1=CC=C2C(C(C(C2=C1C(F)F)O)(F)F)(F)F)F 6-(3,3-difluorocyclobutoxy)-7-(difluoromethyl)-2,2,3,3-tetrafluoro-2,3-dihydro-1H-inden-1-ol